COC1=CC=C(C=C1)C(CC(O)C1=CC=C(C=C1)OC)O 1,3-bis(4-methoxyphenyl)-1,3-propanediol